NC1=CC=CC(=N1)S(=O)(=O)NC(=O)C=1C(=NC(=CC1)C=1C=NC(=CC1)OC(C)C)N1CC(CCC1)OCC1CC1 N-[(6-Amino-2-pyridyl)sulfonyl]-2-[3-(cyclopropylmethoxy)-1-piperidyl]-6-(6-isopropoxy-3-pyridyl)pyridin-3-carboxamid